dibenzoyl-benzoquinone dioxime C(C1=CC=CC=C1)(=O)C1=C(C(C=CC1=NO)=NO)C(C1=CC=CC=C1)=O